ethyl 2-methyl-5-((2,2,2-trifluoro-1-hydroxyethyl)amino)thiazole-4-carboxylate CC=1SC(=C(N1)C(=O)OCC)NC(C(F)(F)F)O